7-(8-methoxy-2-oxo-2H-[1,3]oxazino[5,4-c][1,8]naphthyridin-1(4H)-yl)-3,4-dihydroisoquinolin-2(1H)-sulfonamide COC=1C=CC=2C3=C(C=NC2N1)COC(N3C3=CC=C1CCN(CC1=C3)S(=O)(=O)N)=O